OC=1C=C(C(=O)O[C@H]2[C@@H](OC3=CC=CC(=C3C2)O)C2=CC(=C(C(=C2)O)O)O)C=C(C1O)O (2S,3R)-5-hydroxy-2-(3,4,5-trihydroxyphenyl)chroman-3-yl 3,4,5-trihydroxybenzoate